C(C1=CC=CC=C1)OCC1=CC=C(C=C1)NC(C1=CC(=CC=C1)C1=NC(=CN=C1)NS(=O)(=O)C1CC1)=O N-(4-((benzyloxy)methyl)phenyl)-3-(6-(cyclopropanesulfonamido)pyrazin-2-yl)benzamide